N-(4-(2-(4-bromophenyl)-but-3-yn-2-yl)thiazol-2-yl)-3-hydroxyazetidine-1-carboxamide BrC1=CC=C(C=C1)C(C)(C#C)C=1N=C(SC1)NC(=O)N1CC(C1)O